FC(C=1C=C(C=C(C1)C(F)(F)F)[B-](C1=CC(=CC(=C1)C(F)(F)F)C(F)(F)F)(C1=CC(=CC(=C1)C(F)(F)F)C(F)(F)F)C1=CC(=CC(=C1)C(F)(F)F)C(F)(F)F)(F)F.C(C)[NH+](CC)CC triethyl-ammonium tetrakis(3,5-bis(trifluoromethyl)phenyl)borate